C(C)(C)[Si](OC(=O)C1C2CC(C(C1)C2)[Si](OC)(C)C)(C(C)C)C(C)C 2-triisopropylsiloxycarbonyl-5-dimethylmethoxysilylnorbornane